aminothymine NCC=1C(NC(NC1)=O)=O